(S)-4-((2-(2,2-difluoroethoxy)ethyl)(4-(5,6,7,8-tetrahydro-1,8-naphthyridin-2-yl)butyl)amino)-2-((2-(trifluoromethyl)pyrimidin-4-yl)amino)butanoic acid FC(COCCN(CC[C@@H](C(=O)O)NC1=NC(=NC=C1)C(F)(F)F)CCCCC1=NC=2NCCCC2C=C1)F